2-(5-chloro-2-fluoro-4-(4-hydroxy-3-isopropylbenzyl)-3-(prop-1-en-2-yl)phenoxy)acetic acid ClC=1C(=C(C(=C(OCC(=O)O)C1)F)C(=C)C)CC1=CC(=C(C=C1)O)C(C)C